BrC(C(=O)NC1=C(C=CC(=C1)C)C)=C 2-Bromo-N-(2,5-dimethylphenyl)acrylamide